gold-platinum-cobalt [Co].[Pt].[Au]